mono-2-ethylhexyl phosphonate P(OCC(CCCC)CC)([O-])=O